[N+](=O)([O-])C1=CC=C(OC2=C(C=C(C=C2)OC2=CC=C(C=C2)[N+](=O)[O-])C(C)(C)C)C=C1 1,4-bis(4-nitrophenoxy)-2-tert-butylbenzene